FC=1C(=NC(=NC1)C1=NN(C(=C1)C1=NOC=C1)CC1=C(C=CC=C1)F)N(C(COCC1=CC=C(C=C1)OC)=O)CC(F)(F)F N-(5-fluoro-2-(1-(2-fluorobenzyl)-5-(isoxazol-3-yl)-1H-pyrazol-3-yl)-pyrimidin-4-yl)-2-((4-methoxybenzyl)oxy)-N-(2,2,2-trifluoroethyl)acetamide